FC(C(C(F)(F)F)OC(=O)N1CCN(CC1)CC1=C(OCCCC(=O)O)C=C(C=C1)C(F)(F)F)(F)F 4-(2-((4-(((1,1,1,3,3,3-Hexafluoropropan-2-yl)oxy)carbonyl)piperazin-1-yl)methyl)-5-(trifluoromethyl)phenoxy)butanoic acid